(S)-methyl 2-(5-(N-(2-(2-(2-(2-hydroxyethoxy)ethoxy)ethoxy)ethyl)-1-(isoquinolin-4-yl)piperidine-3-carboxamido)-2-oxopyridin-1(2H)-yl)acetate OCCOCCOCCOCCN(C(=O)[C@@H]1CN(CCC1)C1=CN=CC2=CC=CC=C12)C=1C=CC(N(C1)CC(=O)OC)=O